NC1=CC(=NC=2N1N=C(C2CC)C)NCCC2=NN(C=C2)CC2(CC2)CO 7-amino-3-ethyl-5-((2-(1-((1-(hydroxymethyl)cyclopropyl)methyl)-1H-pyrazol-3-yl)ethyl)amino)-2-methylpyrazolo[1,5-a]pyrimidine